Cl.C1(CCCCC1)CS(=O)(=O)NC1=NOC2=C1C(=CC(=C2)C2=CC(=CC=C2)N2CCNCC2)OC 1-cyclohexyl-N-(4-methoxy-6-(3-(piperazin-1-yl)phenyl)benzo[d]isoxazol-3-yl)methanesulfonamide hydrochloride